(tetrahydropyrrolo[3,4-c]pyrrole-2,5(1H,3H)-diyl)bis((2-(phenylamino)pyrimidin-4-yl)methanone) C1N(CC2C1CN(C2)C(=O)C2=NC(=NC=C2)NC2=CC=CC=C2)C(=O)C2=NC(=NC=C2)NC2=CC=CC=C2